(2S,3S,4S,5S,6S)-2-((S)-2-acetoxy-1-fluoroethyl)-6-((bis((pivaloyloxy)methoxy)phosphoryl)oxy)tetra-hydro-2H-pyran-3,4,5-triyl triacetate C(C)(=O)O[C@@H]1[C@H](O[C@H]([C@H]([C@H]1OC(C)=O)OC(C)=O)OP(=O)(OCOC(C(C)(C)C)=O)OCOC(C(C)(C)C)=O)[C@H](COC(C)=O)F